(2S)-N-[(1S)-1-cyano-2-[(3S)-2-oxopyrrolidin-3-yl]ethyl]-3-cyclopropyl-2-[(5S)-1-methyl-6-oxo-1,7-diazaspiro[4.4]nonan-7-yl]propanamide C(#N)[C@H](C[C@H]1C(NCC1)=O)NC([C@H](CC1CC1)N1C([C@]2(CCCN2C)CC1)=O)=O